2-fluoromethylamphetamine FCC1=C(CC(N)C)C=CC=C1